3-morpholin-4-ylpropane-1-sulfonic acid N1(CCOCC1)CCCS(=O)(=O)O